methyl (S)-7-methyl-2-((S)-1-phenylpropan-2-yl)-3-(piperidin-4-yl)-3,7,8,9-tetrahydro-6H-imidazo[4,5-f]quinoline-6-carboxylate C[C@@H]1N(C2=CC=C3C(=C2CC1)N=C(N3C3CCNCC3)[C@H](CC3=CC=CC=C3)C)C(=O)OC